4-(2-fluorophenoxy)-2,2-dimethyl-1-(4-((4-(trifluoromethoxy)phenyl)sulfonyl)piperazin-1-yl)butan-1-one FC1=C(OCCC(C(=O)N2CCN(CC2)S(=O)(=O)C2=CC=C(C=C2)OC(F)(F)F)(C)C)C=CC=C1